ClC1=C(C=CC=C1)N1C(N=C(C2=CC=C(C=C12)OC(F)(F)F)N[C@@H]1[C@H](C1)F)=O 1-(2-chlorophenyl)-4-(((1S,2S)-2-fluorocyclopropyl)amino)-7-(trifluoro-methoxy)quinazolin-2(1H)-one